C(C)OC(CCC(=O)C1=NC(=CC=C1O)CC1=C(C(=CC=C1Cl)Cl)Cl)=O 4-[3-Hydroxy-6-(2,3,6-trichloro-benzyl)-pyridin-2-yl]-4-oxo-butyric acid ethyl ester